5-(4,6-diphenyl-1,3,5-triazin-2-yl)-[1,1'-biphenyl] C1(=CC=CC=C1)C1=NC(=NC(=N1)C1=CC=CC=C1)C=1C=CC=C(C1)C1=CC=CC=C1